BrC1=C(C(=CC=C1)CBr)OC(F)F 1-bromo-3-(bromomethyl)-2-(difluoromethoxy)benzene